N-(((2S,5R)-6-(benzyloxy)-7-oxo-1,6-diazabicyclo[3.2.1]octan-2-yl)(imino)methyl)-2-(piperidin-1-yl)acetamide C(C1=CC=CC=C1)ON1[C@@H]2CC[C@H](N(C1=O)C2)C(NC(CN2CCCCC2)=O)=N